(6-bromo-8-fluoroimidazo[1,2-a]pyridin-2-yl)[(3R,3'R)-3'-hydroxy-1,4-dihydro-1'H,2H-spiro[isoquinoline-3,4'-piperidin]-1'-yl]methanone BrC=1C=C(C=2N(C1)C=C(N2)C(=O)N2C[C@H]([C@@]1(CC2)NCC2=CC=CC=C2C1)O)F